C(C1=CC=CC=C1)OP(OCC1=CC=CC=C1)(O)O hydroxyl-phosphorous acid dibenzyl ester